C(C)(C)OC1=CC=C(C(=O)NC=2C=CC=C3C(=CC=NC23)C=2C(=NN(C2C)C)C)C=C1 4-isopropoxy-N-(4-(1,3,5-trimethyl-1H-pyrazol-4-yl)quinolin-8-yl)benzamide